4-[(heptadecafluorononenyl)oxy]benzenesulfonic acid sodium [Na].FC(C(C(C(C(C(C(=C(OC1=CC=C(C=C1)S(=O)(=O)O)F)F)(F)F)(F)F)(F)F)(F)F)(F)F)(C(F)(F)F)F